O=C(CCOC1=NC=NC=C1NC(OC(C)(C)C)=O)NC=1C=NN(C1)CC(N1C[C@H](CCC1)OC1=CC=C(C=C1)C)=O tert-butyl (S)-(4-(3-oxo-3-((1-(2-oxo-2-(3-(p-tolyloxy)piperidin-1-yl)ethyl)-1H-pyrazol-4-yl)amino)propoxy)pyrimidin-5-yl)carbamate